C(CC)[SiH](OCCCOC)CC1=CC=CC=C1 propyl-(benzyl)methoxypropoxysilane